(S)-2-((4-(4-((4-chloro-2-fluorobenzyl)oxy)thiazol-5-yl)-3,6-dihydropyridin-1(2H)-yl)methyl)-1-(oxetan-2-ylmethyl)-1H-benzo[d]imidazole-6-carboxylic acid ClC1=CC(=C(COC=2N=CSC2C=2CCN(CC2)CC2=NC3=C(N2C[C@H]2OCC2)C=C(C=C3)C(=O)O)C=C1)F